(methoxycarbonylmethylene)-triphenylphosphorane COC(=O)C=P(C1=CC=CC=C1)(C1=CC=CC=C1)C1=CC=CC=C1